C(C)(C)(C)OC([C@H](N)COCC1=CC=CC=C1)=O O-(benzyl)-D-serine tert-butyl ester